CC=1C=C2C(C=C(OC2=C(C1)C(C)NC1=C(C(=O)OC(C)(C)C)C=CC=C1)C1=CC=2C(N=C1)=NN(C2)C)=O tert-Butyl 2-[1-[6-methyl-2-(2-methylpyrazolo[3,4-b]pyridin-5-yl)-4-oxo-chromen-8-yl]ethylamino]benzoate